NC=1C=C(C=C(C1)C(F)(F)F)[C@@H](C)NC1=NC(=NC2=CC=C(C=C12)N(C=1C=C(C(=NC1)O)N1C(N(CC1)C)=O)C)C (R)-1-(5-((4-((1-(3-amino-5-(trifluoromethyl)phenyl)ethyl)amino)-2-methylquinazolin-6-yl)(methyl)amino)-2-hydroxypyridin-3-yl)-3-methylimidazolidin-2-one